NC=1CC(=CC2=C(N1)C=C(C=C2)Br)C(=O)N(CCC)OCCNC(OC(C)(C)C)=O tert-butyl (2-((2-amino-8-bromo-N-propyl-3H-benzo[b]azepine-4-carboxamido)oxy)ethyl)carbamate